ClC1=C(C=CC=C1)CC(=O)NC1=CC(=C(C=C1)N1N=C(C=C1)C1CC1)S(NCC1=C(C=C(C=C1)OC)OC)(=O)=O 2-(2-Chlorophenyl)-N-{4-(3-cyclopropyl-1H-pyrazol-1-yl)-3-[(2,4-dimethoxy-benzyl)sulfamoyl]phenyl}acetamide